[2H][B-]([2H])([2H])[2H].[Na+] sodium tetradeuterioborate